5-(3-morpholinopropyl)furan-2-carboxylic acid O1CCN(CC1)CCCC1=CC=C(O1)C(=O)O